Methyl 1-(1-(1-(tert-butoxycarbonyl)piperidin-4-yl)-1H-pyrazolo[4,3-c]pyridin-3-yl)-7-(difluoromethyl)-1,2,3,4-tetrahydroquinoline-6-carboxylate C(C)(C)(C)OC(=O)N1CCC(CC1)N1N=C(C=2C=NC=CC21)N2CCCC1=CC(=C(C=C21)C(F)F)C(=O)OC